tert-butyl 7-({1-[(benzyloxy) carbonyl] piperidin-4-yl} oxy)-2-azaspiro[3.5]nonane-2-carboxylate C(C1=CC=CC=C1)OC(=O)N1CCC(CC1)OC1CCC2(CN(C2)C(=O)OC(C)(C)C)CC1